{4-[(4-Chlorophenylamino)methyl]phenyl}carbamic acid ethyl ester C(C)OC(NC1=CC=C(C=C1)CNC1=CC=C(C=C1)Cl)=O